COC(=O)C1=C(C=C2C=C(N(C2=C1)CC(F)(F)F)C)Br.C(C)OC1=C(C=CC(=C1)OCC)C1=NC(=CC(=C1)C1=CC=C(C=C1)N(C1=CC(=CC=C1)C)C1=CC(=CC=C1)C)C1=C(C=C(C=C1)OCC)OCC 2,6-bis(2,4-diethyloxyphenyl)-4-(4-bis(3-methylphenyl)aminophenyl)pyridine methyl-5-bromo-2-methyl-1-(2,2,2-trifluoroethyl)indole-6-carboxylate